N-[(4-bromo-3-nitrophenyl)methyl]-6-cyclopropyl-N-(1,1-dioxo-2,3-dihydro-1lambda6-benzothiophen-7-yl)pyridine-3-carboxamide BrC1=C(C=C(C=C1)CN(C(=O)C=1C=NC(=CC1)C1CC1)C1=CC=CC=2CCS(C21)(=O)=O)[N+](=O)[O-]